C(C)OC(CC1CN(CCCC1)C(=O)OC(C)(C)C)=O tert-butyl 3-(2-ethoxy-2-oxo-ethyl)azepane-1-carboxylate